ditert-butyl-[3,6-dimethoxy-2-(2,4,6-triisopropylphenyl)phenyl]phosphane C(C)(C)(C)P(C1=C(C(=CC=C1OC)OC)C1=C(C=C(C=C1C(C)C)C(C)C)C(C)C)C(C)(C)C